C1(CC=C2C=CC=CC=C12)=O azulene-one